2-hydroxypropoxy-ethyl disiloxane tert-butyl ((cis)-3-((3-cyclopropyl-6-(1-methyl-1H-pyrazol-4-yl)pyrazolo[1,5-a]pyrazin-4-yl)oxy)-3-methylcyclobutyl)carbamate C1(CC1)C=1C=NN2C1C(=NC(=C2)C=2C=NN(C2)C)OC2(CC(C2)NC(OC(C)(C)C)=O)C.OC(CO[SiH](O[SiH3])CC)C